C(=O)(OC(C)(C)C)N[C@@H](CC(N)=O)CO Boc-Asparaginol